4-(trifluoromethyl)benzene-1-formaldehyde FC(C1=CC=C(C=C1)C=O)(F)F